COC[C@H]1COCCN1C=1C=C2C(=CC=NC2=CC1)C(=O)OC(C)(C)C tert-Butyl (S)-6-(3-(methoxymethyl)morpholino)quinoline-4-carboxylate